C(C)(C)OCCCC=1C(NC=CC1)=O 3-isopropoxypropylpyridone